(2R,4S)-2-(5-(3-cyclopropyl-1-((S)-1,1-dimethylethylsulfinamido)-1-(pyridin-2-yl)propyl)-2-fluorophenylcarbamoyl)-4-hydroxy-4-phenylpyrrolidine-1-carboxylic acid tert-butyl ester C(C)(C)(C)OC(=O)N1[C@H](C[C@@](C1)(C1=CC=CC=C1)O)C(NC1=C(C=CC(=C1)C(CCC1CC1)(C1=NC=CC=C1)N[S@@](=O)C(C)(C)C)F)=O